[Zn].C(C)C1=CC2=C(C3=CC=CC=C3C(=C2C=C1)OC(=O)C1C(CCCC1)C(=O)O)OC(=O)C1C(CCCC1)C(=O)O 2-ethyl-9,10-bis(2-carboxycyclohexyl)carbonyloxyanthracene zinc